dioxo-thiolane O=C1C(SCC1)=O